N-methoxy-N,1-dimethyl-1H-imidazole-5-carboxamide CON(C(=O)C1=CN=CN1C)C